2-(furan-2-yl)-N5-(4-(pyrimidin-2-yl)phenethyl)-[1,2,4]triazolo[1,5-a][1,3,5]triazine-5,7-diamine O1C(=CC=C1)C1=NN2C(N=C(N=C2N)NCCC2=CC=C(C=C2)C2=NC=CC=N2)=N1